CC1=C(C(=C(C1([Ti](OC)(OC)C1=C(C=NC2=CC=CC=C12)C)C)C)C)C pentamethylcyclopentadienyl-(3-methyl-4-quinolyl)dimethoxytitanium